2-(3-Trifluoromethylbenzyl)-2H-indazole-6-carboxylic acid hydroxyamide ONC(=O)C=1C=CC2=CN(N=C2C1)CC1=CC(=CC=C1)C(F)(F)F